CCCCCCCCCCCCCCCCCCCCCCCC(C(C(=O)N[C@@H](COP(=O)(O)O[C@@H]1[C@@H]([C@@H]([C@H]([C@@H]([C@H]1OC2[C@H]([C@H]([C@@H]([C@H](O2)COP(=O)(O)OC3[C@@H]([C@H](C([C@H]([C@H]3O)O)O)O)O)O)O)O)O)O)O)O)[C@@H](C(CCCCCCCCCCCCCC)O)O)O)O The molecule is an inositol phosphomannosylinositol phosphoceramide compound having an inositol 1-phosphoryl group attached to the mannose residue (at the 6-position) and a hexacosanoyl group attached to the ceramide nitrogen, hydroxylation at C-4 of the C18 sphingoid base, and hydroxylation at C-2 and C-3 of the C26 very-long-chain fatty acid. It has a role as a Saccharomyces cerevisiae metabolite. It derives from a Man-1-2-Ins-1-P-Cer(t18:0/2,3-OH-26:0). It is a conjugate acid of an Ins-1-P-6-Man-1-2-Ins-1-P-Cer(t18:0/2,3-OH-26:0)(2-).